1-(bromomethyl)-2,4-dichloro-benzene BrCC1=C(C=C(C=C1)Cl)Cl